2-hydroxyethyl-Trimethylammonium hydroxide [OH-].OCC[N+](C)(C)C